1-[1-methyl-5-(trifluoromethyl)pyrazol-3-yl]-3-[(1S)-1-(2-pyrimidin-2-yl-1,2,4-triazol-3-yl)ethyl]urea CN1N=C(C=C1C(F)(F)F)NC(=O)N[C@@H](C)C=1N(N=CN1)C1=NC=CC=N1